C(C1=CC=CC=C1)N1C[C@@]2(CN(C[C@@]2(C1)C)C1=CC=C(C=C1)Br)C cis-2-benzyl-5-(4-bromophenyl)-3a,6a-dimethyloctahydropyrrolo[3,4-c]pyrrole